Benzodioxathiole O1OSC2=C1C=CC=C2